C(O[C@H]1CN(C(C1)=O)CCOC)(OC1=CC=C(C=C1)[N+](=O)[O-])=O [(3R)-1-(2-methoxyethyl)-5-oxo-pyrrolidin-3-yl] (4-nitrophenyl) carbonate